1-(4-fluorophenyl)-4-((4-((2-methoxy-3-(1-methyl-1H-1,2,4-triazol-3-yl)phenyl)amino)-5-propionylpyridin-2-yl)amino)pyrimidin-2(1H)-one trifluoroacetate FC(C(=O)O)(F)F.FC1=CC=C(C=C1)N1C(N=C(C=C1)NC1=NC=C(C(=C1)NC1=C(C(=CC=C1)C1=NN(C=N1)C)OC)C(CC)=O)=O